OC1=CC=C(C=C1)CCOC1=CC(=C(C(=O)NC=2C=C(C=CC2C(F)(F)F)[C@@H]2[C@@H](C2)C(=O)O)C(=C1)C)C (1R,2S)-2-[3-({4-[2-(4-hydroxyphenyl)ethoxy]-2,6-dimethylbenzoyl}amino)-4-(trifluoromethyl)phenyl]Cyclopropanecarboxylic acid